ClC1=CC(=CN2C1=NC(=C(C2=O)C)C2=CC(=CC=C2)F)C 9-chloro-2-(3-fluorophenyl)-3,7-dimethyl-4H-pyrido[1,2-a]pyrimidin-4-one